5-amino-1-((1s,3s)-3-hydroxy-3-methylcyclobutyl)-3-(2-phenylquinazolin-7-yl)-1H-pyrazole-4-carbonitrile NC1=C(C(=NN1C1CC(C1)(C)O)C1=CC=C2C=NC(=NC2=C1)C1=CC=CC=C1)C#N